(R)-2-(4-Fluorophenyl)-6,6,7-trimethyl-3-(1H-pyrazolo[3,4-b]pyridin-4-yl)-6,7-dihydro-5H-pyrazolo[5,1-b][1,3]oxazine FC1=CC=C(C=C1)C1=NN2C(OCC([C@H]2C)(C)C)=C1C1=C2C(=NC=C1)NN=C2